CC=1N=C(SC1C(=O)OCC)NC1=NC(=CC(=N1)N(CC=1C=NC=CC1)C)NCC1OCCC1 4-Methyl-2-[[4-[methyl(3-pyridinylmethyl)amino]-6-[[(tetrahydro-2-furanyl)methyl]amino]-2-pyrimidinyl]amino]-5-thiazolecarboxylic acid, ethyl ester